S1C(=NC2=C1C=CC=C2)COC=2C=C1C(=CC(=NC1=CC2)C(=O)N2CCN(CC2)CC(F)F)C(=O)N2CCCCC2 (6-(benzo[d]thiazol-2-yl-methoxy)-2-(4-(2,2-difluoroethyl)piperazine-1-carbonyl)quinolin-4-yl)-(piperidin-1-yl)methanone